5-hydroxymethoxymethyl-1-aza-3,7-dioxabicyclo-(3.3.0)octane OCOCC12COCN2COC1